(S)-(5-(2-fluoropropan-2-yl)-1,3,4-oxadiazol-2-yl)(4-(7-methylpyrazolo[1,5-a]pyridin-2-yl)-6,7-dihydro-1H-imidazo[4,5-c]pyridin-5(4H)-yl)methanone FC(C)(C)C1=NN=C(O1)C(=O)N1[C@@H](C2=C(CC1)NC=N2)C2=NN1C(C=CC=C1C)=C2